(S)-N-(1-cyclopropyl-2-oxo-1,2-dihydropyridin-3-yl)-7-isopropoxy-2-((tetrahydrofuran-3-yl)methyl)imidazo[1,2-a]pyrimidine-6-carboxamide C1(CC1)N1C(C(=CC=C1)NC(=O)C=1C(=NC=2N(C1)C=C(N2)C[C@@H]2COCC2)OC(C)C)=O